8-bromo-3-trifluoromethyl-[1,2,4]triazolo[4,3-a]pyridine BrC=1C=2N(C=CC1)C(=NN2)C(F)(F)F